ClC1=CC=C(OCCCCCCCCC2CC=3C(C(=C(C(C3C2)=O)OC)OC)=O)C=C1 2-[8-(4-chlorophenoxy)octyl]-5,6-dimethoxy-2,3-dihydro-1H-indene-4,7-dione